N6-(1-ethylpropyl)-3-isopropyl-N8-(3-pyridyl)-[1,2,4]triazolo[4,3-b]pyridazine-6,8-diamine C(C)C(CC)NC=1C=C(C=2N(N1)C(=NN2)C(C)C)NC=2C=NC=CC2